3-((4-(5-(chlorodifluoromethyl)-1,2,4-oxadiazol-3-yl)benzyl)amino)-4-(((1-methyl-1H-imidazol-4-yl)methyl)amino)cyclobut-3-ene-1,2-dione ClC(C1=NC(=NO1)C1=CC=C(CNC=2C(C(C2NCC=2N=CN(C2)C)=O)=O)C=C1)(F)F